N-[(5-amino-6-methyl-1H-pyrrolo[3,2-b]pyridin-2-yl)methyl]-N-(1-cyano-2-naphthyl)acetamide NC1=C(C=C2C(=N1)C=C(N2)CN(C(C)=O)C2=C(C1=CC=CC=C1C=C2)C#N)C